ClC=1C=C2C(N(C(N(C2=CC1)CC1=CC=C(C(=O)NO)C=C1)=O)CCC1=CC=CC=C1)=O 4-((6-chloro-2,4-dioxo-3-phenethyl-3,4-dihydroquinazolin-1(2H)-yl)methyl)-N-hydroxybenzamide